Cl.F[C@@H]1C[C@@]2(CCCN2C1)C(=O)O (2R,7aS)-2-fluorotetrahydro-1H-pyrrolizine-7a(5H)-carboxylate hydrochloride